C(C)(C)(C)OC(=O)[C@H]1NC([C@@H](NCC1)C)=O (2s,5s)-2-methyl-3-oxo-1,4-diazepan-5-carboxylic acid tert-butyl ester